O=C1OCC=2C(N(C=CC21)C2CCC1(CN(C1)C(=O)OC(C)(C)C)CC2)=O tert-butyl 7-(1,4-dioxo-1,4-dihydrofuro[3,4-c]pyridin-5(3H)-yl)-2-azaspiro[3.5]nonane-2-carboxylate